(1R,3aR,7S,9aS,9bR,11aR)-4-fluoro-1-[(2R)-6-hydroxy-6-methylhept-2-yl]-9a,11a-dimethyl-2,3,3a,5,5a,6,7,8,9,9a,9b,10,11,11a-tetradecahydro-1H-cyclopenta[1,2-a]phenanthrene-7-ol FC=1CC2C[C@H](CC[C@@]2([C@H]2CC[C@]3([C@H](C12)CC[C@@H]3[C@H](C)CCCC(C)(C)O)C)C)O